3-(4-((2-(2-chlorophenoxy)benzyl)oxy)phenyl)propanoic acid ClC1=C(OC2=C(COC3=CC=C(C=C3)CCC(=O)O)C=CC=C2)C=CC=C1